(R)-1-(5-chloro-6-methoxypyridazin-3-yl)-N-ethylethan-1-amine ClC=1C=C(N=NC1OC)[C@@H](C)NCC